O=C1N(C(CC1)=O)[C@](C(=O)O)(CCCCNC(=O)OC(C)(C)C)NC(=O)OC(C)(C)C.NC1=CC=C(C=C1)C1=CC=C(C=C1)C1=CC=C(C=C1)N 1,4-bis(4'-aminophenyl)benzene (S)-2,5-dioxopyrrolidin-1-yl-2,6-bis(tert-butoxycarbonylamino)hexanoate